C(C)(C)(C)OC(=O)N1CCC(CC1)C=1SC2=C(C=NC(=C2)C2=CC3=CN(N=C3C(=C2)C)C)N1 4-(6-(2,7-dimethyl-2H-indazol-5-yl)thiazolo[4,5-c]pyridin-2-yl)piperidine-1-carboxylic acid tert-butyl ester